FC=1C=C(C=CC1OC)N1C(=NC2=C(C=C(C=C2C1=O)[N+](=O)[O-])C)[C@@H]1CNCC1 (S)-3-(3-fluoro-4-methoxyphenyl)-8-methyl-6-nitro-2-(pyrrolidin-3-yl)quinazolin-4(3H)-one